2-[[4-[2-(2H-tetrazol-5-yl)-5-(trifluoromethyl)-phenyl]piperazin-1-yl]methyl]-3H-quinazolin-4-one N=1NN=NC1C1=C(C=C(C=C1)C(F)(F)F)N1CCN(CC1)CC1=NC2=CC=CC=C2C(N1)=O